pentane-2,4-dicarbonyl difluoride CC(CC(C)C(=O)F)C(=O)F